ClC1=C(C(=CC=C1)Cl)NC(=O)C=1C(=NC(=NC1)NC1=CC=C(C=C1)N1CCNCC1)OCC N-(2,6-dichlorophenyl)-4-ethoxy-2-{[4-(piperazin-1-yl)phenyl]amino}pyrimidine-5-carboxamide